6-Amino-3-((1s,2S)-2-ethyl-1',2'-dihydrospiro[cyclopropane-1,3'-pyrrolo[2,3-b]pyridin]-5'-yl)-2-fluoro-N,N-dimethylbenzamide NC1=CC=C(C(=C1C(=O)N(C)C)F)C=1C=C2C(=NC1)NC[C@@]21[C@H](C1)CC